(S)-2'-(1-(4-ethoxy-5-fluoropyridine-2-yl)ethyl)-7'-((2-(methylamino)-1H-imidazol-1-yl)meth-yl)-5'-(pyridin-1-yl-methyl)-2',3'-dihydro-1'H-spiro-[cyclopropan-1,4'-isoquinoline]-1'-one C(C)OC1=CC(=NC=C1F)[C@H](C)N1C(C2=CC(=CC(=C2C2(C1)CC2)CN2CC=CC=C2)CN2C(=NC=C2)NC)=O